2-METHYLNAPHTHALENE-3-CARBOXALDEHYDE CC1=CC2=CC=CC=C2C=C1C=O